(R/S)-(4-(5-(1-methyl-1H-pyrazol-4-yl)benzo[d]oxazol-2-yl)pyridin-2-yl)(4-((5-methyl-2H-tetrazol-2-yl)(phenyl)methyl)piperidin-1-yl)methanone CN1N=CC(=C1)C=1C=CC2=C(N=C(O2)C2=CC(=NC=C2)C(=O)N2CCC(CC2)[C@H](C2=CC=CC=C2)N2N=C(N=N2)C)C1 |r|